3-((3-((dimethylamino)methyl)azetidine-1-carbonyl)oxy)propane-1,2-diyl distearate C(CCCCCCCCCCCCCCCCC)(=O)OCC(COC(=O)N1CC(C1)CN(C)C)OC(CCCCCCCCCCCCCCCCC)=O